FC1(C(C1)C1CN(C1)C=1C=2N(N=C(C1)C=1C(NC(NC1)=O)=O)C=CN2)F 5-(8-(3-(2,2-difluorocyclopropyl)azetidin-1-yl)imidazo[1,2-b]pyridazin-6-yl)pyrimidine-2,4(1H,3H)-dione